(E)-1-(1,2-dibromovinyl)-4-fluorobenzene Br\C(=C\Br)\C1=CC=C(C=C1)F